C(C)(=O)OC=1C=CC=C2NC=C(CCN(CC=C)CC=C)C12 4-acetoxy-N,N-diallyltryptamine